N=1C=NN2C1C=C(C=C2)OC2=C(C=C(C=C2)NC2=NC=NC1=CC=CC(=C21)O[C@@H]2C[C@@H](N(CC2)C([2H])([2H])[2H])C(F)(F)F)C |r| (±)-N-(4-([1,2,4]triazolo[1,5-a]pyridin-7-yloxy)-3-methylphenyl)-5-(((2R,4S)-1-(methyl-d3)-2-(trifluoromethyl)piperidin-4-yl)oxy)quinazolin-4-amine